N-((1R,4R)-4-((2-(2-(methylamino)-7-(2,2,2-trifluoroethyl)quinazolin-4-yl)-2,7-diazaspiro[3.5]nonan-7-yl)methyl)cyclohexyl)ethanesulfonamide CNC1=NC2=CC(=CC=C2C(=N1)N1CC2(C1)CCN(CC2)CC2CCC(CC2)NS(=O)(=O)CC)CC(F)(F)F